N-(5-(2-((4-(4-methylpiperazin-1-yl)phenyl)amino)quinazolin-8-yl)oxazol-2-yl)acrylamide CN1CCN(CC1)C1=CC=C(C=C1)NC1=NC2=C(C=CC=C2C=N1)C1=CN=C(O1)NC(C=C)=O